3-{6-fluoro-1-oxo-5-[4-(piperazin-1-ylmethyl)piperidin-1-yl]-3H-isoindol-2-yl}piperidine-2,6-dione FC1=C(C=C2CN(C(C2=C1)=O)C1C(NC(CC1)=O)=O)N1CCC(CC1)CN1CCNCC1